8-fluoro-4-methoxyquinoline-2-carboxylic acid FC=1C=CC=C2C(=CC(=NC12)C(=O)O)OC